CN1C=CC2=CC(=CC=C12)C(=O)O 1-methyl-1H-indol-5-carboxylic acid